N-(2-fluorobenzyl)-1-(2,5-dimethoxy-4-bromophenyl)-2-aminoethane FC1=C(CNCCC2=C(C=C(C(=C2)OC)Br)OC)C=CC=C1